(S)-4-(1-(2-aminopropyl)-1H-pyrazol-3-yl)-2-chlorobenzonitrile N[C@H](CN1N=C(C=C1)C1=CC(=C(C#N)C=C1)Cl)C